C1(CC1)CNC1=NC(=CC2=C1N=C(N=C2)N[C@@H]2COCC[C@@H]2NC(C=C)=O)C2=C(C(=CC(=C2Cl)OC)OC)Cl N-((3S,4S)-3-((8-((cyclopropylmethyl)amino)-6-(2,6-dichloro-3,5-dimethoxyphenyl)pyrido[3,4-d]pyrimidin-2-yl)amino)tetrahydro-2H-pyran-4-yl)acrylamide